4-decanoyl-morpholine C(CCCCCCCCC)(=O)N1CCOCC1